2-butyl-3-((5'-(4-methylpyridin-2-yl)-2'-(1H-tetrazol-5-yl)-[1,1'-biphenyl]-4-yl)methyl)-7-oxa-1,3-diazaspiro[4.4]non-1-en-4-one C(CCC)C1=NC2(C(N1CC1=CC=C(C=C1)C1=C(C=CC(=C1)C1=NC=CC(=C1)C)C1=NN=NN1)=O)COCC2